N1(C=NC=C1)C=1C(=C(C=NC1)C=1C=C2C=C(N=CC2=C(C1F)N)NC1=NN2CC(N(CCC2=C1)C)=O)C 2-((6-(5-(1H-imidazol-1-yl)-4-methylpyridin-3-yl)-8-amino-7-fluoroisoquinolin-3-yl)amino)-6-methyl-5,6-dihydro-4H-pyrazolo[1,5-d][1,4]diazepin-7(8H)-one